C(=O)(OC(C)(C)C)N[C@@H](CC(=O)O)C(=O)O N-Bocaspartic acid